3-(2-((2-(2,6-dioxopiperidin-3-yl)-1,3-dioxoisoindolin-4-yl)amino)ethoxy)acrylamide O=C1NC(CCC1N1C(C2=CC=CC(=C2C1=O)NCCOC=CC(=O)N)=O)=O